BrC1=C(C=2NC3=CC=C(C=C3C2C=C1)F)OCCN(C)C 2-(2-bromo-6-fluoro-9H-carbazol-1-yloxy)-N,N-dimethylethanamine